(5S)-{[2-(4-Carboxyphenyl)ethyl][2-(2-{[3-chloro-4'-(trifluoromethyl)biphenyl-4-yl]methoxy}phenyl)ethyl]amino}-5,6,7,8-tetrahydro-quinoline-2-carboxylic acid C(=O)(O)C1=CC=C(C=C1)CCN(CCC1=C(C=CC=C1)OCC1=C(C=C(C=C1)C1=CC=C(C=C1)C(F)(F)F)Cl)C=1C(=NC=2CCCCC2C1)C(=O)O